CN1C=NC2=C(C1=O)C(=NC=C2C2=CC=C(C=C2)C(F)(F)F)NCC2(CC2)S(=O)(=O)C 3-methyl-5-(((1-(methylsulfonyl)cyclopropyl)methyl)amino)-8-(4-(trifluoromethyl)phenyl)pyrido[4,3-d]pyrimidin-4(3H)-one